C(C)(C)(C)OC(NC=1C(=NC=CC1)C=O)=O (2-FORMYL-PYRIDIN-3-YL)-CARBAMIC ACID TERT-BUTYL ESTER